O=C1NC=CC2=C(C=CC=C12)N1N=CC(=C1C(F)(F)F)C(=O)NC1=CC(=NC=C1)C(F)(F)F 1-(1-oxo-1,2-dihydroisoquinolin-5-yl)-5-(trifluoromethyl)-N-[2-(trifluoromethyl)pyridin-4-yl]-1H-pyrazole-4-carboxamide